C(C1=CC=CC=C1)OC(=O)C1=CC=NC2=C1N=CC=N2 Pyrido[3,2-e]Pyrazine-8-carboxylic acid benzyl ester